BrC=1C=C(C=CC1Cl)N\N=C(\C(=O)OC)/CC Methyl (E)-2-(2-(3-bromo-4-chlorophenyl)hydrazono)butanoate